CN1N=CC(=C1)C1=NC=C(C=N1)C=C 2-(1-methyl-1H-pyrazol-4-yl)-5-vinylpyrimidine